CC1CC=2C=CNC2CC1 5-methyl-4,5,6,7-tetrahydro-1H-indole